p-tert-Butylcyclohexylacetat C(C)(C)(C)C1CCC(CC1)CC(=O)[O-]